ClC1=NC=C(C(=N1)OC1=NC=CC(=C1)C1=CC=2C(NCCC2N1)=O)I 2-(2-((2-chloro-5-iodopyrimidin-4-yl)oxy)pyridin-4-yl)-1,5,6,7-tetrahydro-4H-pyrrolo[3,2-c]pyridin-4-one